rel-(R)-6-(3-(Trifluoromethyl)morpholino)quinoline-4-carboxylic acid FC([C@H]1COCCN1C=1C=C2C(=CC=NC2=CC1)C(=O)O)(F)F |o1:2|